ammonium bis(lactic acid) C(C(O)C)(=O)O.C(C(O)C)(=O)O.[NH4+]